C(C)(C)(C)OC(=O)N1CCC(CC1)C1=C(C2=C(N(C=C2C(C)C)C(=O)OC(C)(C)C)S1)C tert-butyl 2-(1-tert-butoxycarbonyl-4-piperidyl)-4-isopropyl-3-methyl-thieno[2,3-b]pyrrole-6-carboxylate